1-(3-(2-(1-((tert-butyldimethylsilyl)oxy)-2-methylpropyl)-4-iodo-1H-imidazol-1-yl)bicyclo[1.1.1]pentan-1-yl)piperidin-4-one [Si](C)(C)(C(C)(C)C)OC(C(C)C)C=1N(C=C(N1)I)C12CC(C1)(C2)N2CCC(CC2)=O